(2R,6S)-N-(5-(4-cyano-3-isopropoxyphenyl)thiazol-2-yl)-2,6-dimethylmorpholin C(#N)C1=C(C=C(C=C1)C1=CN=C(S1)N1C[C@H](O[C@H](C1)C)C)OC(C)C